tetra-carboxyl-phenyl-iron C(=O)(O)C=1C(=C(C(=C(C1)[Fe])C(=O)O)C(=O)O)C(=O)O